C(C)OC1=CC=C(C=C1)CCC(=O)N1CCC(CC1)CC(=O)N[C@H](C(=O)OC)CC1=CC=C(C=C1)I Methyl (S)-2-(2-(1-(3-(4-ethoxyphenyl)propanoyl)piperidin-4-yl)acetamido)-3-(4-iodophenyl)propanoate